3-bromo-2,2-bis(bromomethyl)propyl-phosphat BrCC(COP(=O)([O-])[O-])(CBr)CBr